FC(C(=O)[O-])(F)F.FC(C(=O)[O-])(F)F.[NH3+][C@H](C(=O)NC1=C(C=C(C=C1)[C@@H]([C@H](C(=O)N1CC[NH+](CC1)C)NC(CC)=O)C)F)C1CCC(CC1)C 4-[(2R,3S)-3-{4-[(2S)-2-ammonio-2-[(1r,4S)-4-methylcyclohexyl]acetamido]-3-fluorophenyl}-2-propanamidobutyryl]-1-methylpiperazin-1-ium bistrifluoroacetate